1-(3-(Isoindolin-4-ylamino)azetidin-1-yl)ethan-1-one TFA salt OC(=O)C(F)(F)F.C1NCC2=C(C=CC=C12)NC1CN(C1)C(C)=O